2,3,4,5-tetrahydro-1,2,4-triazine-3,5-dione N=1NC(NC(C1)=O)=O